heneicosyl eicos-13-enoate C(CCCCCCCCCCCC=CCCCCCC)(=O)OCCCCCCCCCCCCCCCCCCCCC